O=C1NC(CCC1NC=1C=CC2=C(OC[C@H]3N2CCN(C3)CC(=O)OC(C)(C)C)C1)=O tert-butyl 2-((4aS)-8-((2,6-dioxopiperidin-3-yl)amino)-1,2,4a,5-tetrahydrobenzo[b]pyrazino[1,2-d][1,4]oxazin-3(4H)-yl)acetate